5-iodo-2'-deoxycytidine-5'-triphosphate P(O)(=O)(OP(=O)(O)OP(=O)(O)O)OC[C@@H]1[C@H](C[C@@H](O1)N1C(=O)N=C(N)C(=C1)I)O